methyl 4-tert-butyl-2-[(1S,4S,5R)-5-[[5-cyclopropyl-3-(2,6-dichlorophenyl)-1,2-oxazol-4-yl]methoxy]-2-azabicyclo[2.2.1]heptan-2-yl]-1,3-benzothiazole-6-carboxylate C(C)(C)(C)C1=CC(=CC2=C1N=C(S2)N2[C@@H]1C[C@H]([C@H](C2)C1)OCC=1C(=NOC1C1CC1)C1=C(C=CC=C1Cl)Cl)C(=O)OC